C(C)(C)(C)OC(=O)N1C[C@@H](C[C@H]1CO[Si](C)(C)C(C)(C)C)N1CCCC2=CC(=CC(=C12)C1=C2C(=NC=C1)C=C(S2)C(=O)OC)Cl methyl 7-(1-((3R,5S)-1-(tert-butoxycarbonyl)-5-(((tert-butyldimethylsilyl)oxy)methyl)pyrrolidin-3-yl)-6-chloro-1,2,3,4-tetrahydroquinolin-8-yl)thieno[3,2-b]pyridine-2-carboxylate